FC=1C=C(C=CC1F)N1C(OCC[C@H]1C1=NC2=C(N1[C@@H]1COCC1)C=CC(=C2)C=2C(=NOC2C)C)=O (S)-3-(3,4-difluorophenyl)-4-(5-(3,5-dimethylisoxazol-4-yl)-1-((S)-tetrahydrofuran-3-yl)-1H-benzo[d]imidazol-2-yl)-1,3-oxazinan-2-one